tetramethylammonium carbonate salt C([O-])([O-])=O.C[N+](C)(C)C.C[N+](C)(C)C